COC(NC[C@H]1OC2=C(C1)C1=C(N=C(S1)C1=C3N=CC(=NC3=CC(=C1)C)OC)C=C2F)=O (S)-((5-fluoro-2-(2-methoxy-7-methylquinoxalin-5-yl)-7,8-dihydrobenzofuro[5,4-d]thiazol-7-yl)methyl)carbamic acid methyl ester